2-(5-fluoroisoindolin-2-yl)-8-iodo-3,6-dimethylquinazolin-4(3H)-one FC=1C=C2CN(CC2=CC1)C1=NC2=C(C=C(C=C2C(N1C)=O)C)I